2-Methyl-2-(4-((5-oxo-4-(4-(trifluoro-methyl)phenyl)-4,5-dihydro-1H-1,2,4-triazol-1-yl)methyl)-2-(trifluorometh-yl)phenoxy)propionic acid CC(C(=O)O)(C)OC1=C(C=C(C=C1)CN1N=CN(C1=O)C1=CC=C(C=C1)C(F)(F)F)C(F)(F)F